O1CCN(CC1)C(=O)C1CC(C1)C1=CC=C(C=C1)N1C[C@@H](CC1)OC=1C(=NC=2N(C1C)N=C(N2)C)C morpholino((1R,3r)-3-(4-((R)-3-((2,5,7-trimethyl-[1,2,4]triazolo[1,5-a]pyrimidin-6-yl)oxy)pyrrolidin-1-yl)phenyl)cyclobutyl)methanone